N-(4-{[6-(5-chloro-2-fluorophenyl)-3-(thiolan-2-yl)pyridazin-4-yl]amino}pyridin-2-yl)-3-(4-methylpiperazin-1-yl)propanamide ClC=1C=CC(=C(C1)C1=CC(=C(N=N1)C1SCCC1)NC1=CC(=NC=C1)NC(CCN1CCN(CC1)C)=O)F